1-(cyanomethyl)piperidinium tetrafluoroborate F[B-](F)(F)F.C(#N)C[NH+]1CCCCC1